4-(4-tolyl-1H-pyrazol-1-yl)benzonitrile C1(=CC=C(C=C1)C1=NN(C=C1)C1=CC=C(C#N)C=C1)C